2-[(2E)-2-(aminomethyl)-3-fluoroprop-2-en-1-yl]-4-[4'-(methylsulfonyl)biphenyl-3-yl]-2,4-dihydro-3H-1,2,4-triazol-3-one hydrochloride Cl.NC/C(/CN1N=CN(C1=O)C=1C=C(C=CC1)C1=CC=C(C=C1)S(=O)(=O)C)=C\F